1,1'-((1S,1'S)-(buta-1,3-diyne-1,4-diylbis(4,1-phenylene))bis(ethane-1,1-diyl))bis(3-ethylurea) C(#CC#CC1=CC=C(C=C1)[C@H](C)NC(=O)NCC)C1=CC=C(C=C1)[C@H](C)NC(=O)NCC